S-[2-[(1-iminoethyl)amino]ethyl]-2-methyl-L-cysteine N=C(C)NCCSC[C@](N)(C(=O)O)C